CC1N(C=CCN1)C Dimethyltetrahydropyrimidine